1,2-dipalmitoyl-sn-glycero-3-phosphoglycerate C(CCCCCCCCCCCCCCC)(=O)OC[C@@H](OC(CCCCCCCCCCCCCCC)=O)COP(=O)(O)OC(C(=O)[O-])CO